ClC1=NC=C(C(=C1)\C=C\C1CCC(CC1)C(F)(F)F)OC (E)-2-chloro-5-methoxy-4-(2-(4-(trifluoromethyl)cyclohexyl)vinyl)pyridine